(S)-4-chloro-2-(methylthio)-7a,8,11,12-tetrahydro-5H,7H,10H-[1,4]oxazepino[3,4-c]pyrimido[4,5-e][1,4]oxazepine ClC1=NC(=NC=2N3[C@H](COCC21)COCCC3)SC